4-Fluoro-6-(1-(8-isobutyl-8-azabicyclo[3.2.1]octan-3-yl)piperidin-4-yl)-1-methyl-2-(4-(methylsulfonyl)phenyl)-1H-benzo[d]imidazol FC1=CC(=CC=2N(C(=NC21)C2=CC=C(C=C2)S(=O)(=O)C)C)C2CCN(CC2)C2CC1CCC(C2)N1CC(C)C